tert-butyl 5-(5-methyl-3,4,5,6-tetrahydropyridin-2-yl)-1H-indazole-1-carboxylate CC1CCC(=NC1)C=1C=C2C=NN(C2=CC1)C(=O)OC(C)(C)C